tert-Butyl 3-(2-{2-[(6-{[2-(1-methyl-6-oxo-1,6-dihydropyridazin-3-yl)-1,3-benzoxazol-5-yl]carbamoyl}pyridin-3-yl)oxy]ethoxy}ethoxy)propanoate CN1N=C(C=CC1=O)C=1OC2=C(N1)C=C(C=C2)NC(=O)C2=CC=C(C=N2)OCCOCCOCCC(=O)OC(C)(C)C